xylitol pentabutyrate C(CCC)(=O)O[C@@H](COC(CCC)=O)[C@@H](OC(CCC)=O)[C@H](OC(CCC)=O)COC(CCC)=O